2-dimethylaminoacetaldehyde dimethyl acetal COC(CN(C)C)OC